S(C1=CC(=CC(=C1)Cl)Cl)C1=CC(=CC(=C1)Cl)Cl 4,4'-thiobis(2,6-dichlorobenzene)